OC12CCC(CC1)(CC2)N2C1=NC(=NC=C1N(C2=O)C)NC2=CC1=C(OCO1)C=C2C 9-(4-hydroxybicyclo[2.2.2]octan-1-yl)-7-methyl-2-((6-methylbenzo[d][1,3]dioxol-5-yl)amino)-7,9-dihydro-8H-purin-8-one